N-[2-(dimethylamino)ethyl]-benzamide CN(CCNC(C1=CC=CC=C1)=O)C